2-amino-7-(2-hydroxypropyl)-7,9-dihydro-1H-purine-6,8-dione NC=1NC(C=2N(C(NC2N1)=O)CC(C)O)=O